5-(4-(4-amino-2-(methylamino)pyrimidin-5-yl)-1H-imidazol-1-yl)-4-fluoro-2-(hydroxymethyl)-4-methyltetrahydrofuran-3-ol NC1=NC(=NC=C1C=1N=CN(C1)C1C(C(C(O1)CO)O)(C)F)NC